NCCNCCC[Si](OCC)(OCC)OCC N-(2-aminoethyl)-3-aminopropyl-triethoxysilicon